CN1N=NN=C1C1=C(C(=O)N)C=CC(=N1)C(F)(F)F (1-methyl-1H-tetrazol-5-yl)-6-(trifluoromethyl)nicotinamide